BrCC(=O)C1=NC=CC(=C1)Br 2-bromo-1-(4-bromopyridin-2-yl)ethanone